N-{[(2-methylprop-2-yl)oxy]carbonyl}-L-threonine CC(C)(C)OC(=O)N[C@@H]([C@H](O)C)C(=O)O